3-(6-methoxypyridin-3-yl)-5-(1-(1-methylpiperidin-4-yl)-1H-pyrazol-5-yl)-1H-pyrrolo[2,3-b]pyridine COC1=CC=C(C=N1)C1=CNC2=NC=C(C=C21)C2=CC=NN2C2CCN(CC2)C